4-((1-((1H-indol-5-yl)sulfonyl)azetidin-3-yl)(methyl)amino)phenol N1C=CC2=CC(=CC=C12)S(=O)(=O)N1CC(C1)N(C1=CC=C(C=C1)O)C